dinormal butylamine C(CCC)NCCCC